ClC1=C(C=CC(=N1)C(=O)OC)[N+](=O)[O-] methyl 6-chloro-5-nitropyridine-2-carboxylate